3-(4-chloro-2-fluorophenyl)-8-((6-chloropyridin-3-yl)methyl)pyrido[2,3-d]pyrimidine-2,4(3H,8H)-dione ClC1=CC(=C(C=C1)N1C(N=C2C(C1=O)=CC=CN2CC=2C=NC(=CC2)Cl)=O)F